FC1=C(C=C(C=C1)CCC1CCC(CC1)C1CCC(CC1)CCC)F 1,2-difluoro-4-[2-[(trans)-4'-propyl-[1,1'-bicyclohexyl]-4-yl]ethyl]-benzene